C(C)(C)(C)OC(=O)N1C(CCC1)C1=CC=C(OCC(=O)O)C=C1 2-(4-(1-(t-butoxycarbonyl)pyrrolidin-2-yl)phenoxy)acetic acid